N-(2-chloro-4-(trifluoromethyl)phenyl)-2-(5-ethyl-2-(6-methyl-3,6-dihydro-2H-pyran-4-yl)-7-oxo-[1,2,4]triazolo[1,5-a]pyrimidin-4(7H)-yl)acetamide ClC1=C(C=CC(=C1)C(F)(F)F)NC(CN1C=2N(C(C=C1CC)=O)N=C(N2)C=2CCOC(C2)C)=O